NCCC1=C[Se]C2=C1C=CC=C2 3-(aminoethyl)benzoselenophene